C(C)OC(=O)C1CCN(CC1)C1=C(C(=CC=C1)N)Cl 1-(3-amino-2-chlorophenyl)piperidine-4-carboxylic acid ethyl ester